ClC=1C=CC(=C(C1)S(=O)(=O)NC1=CC=C(C=C1)C1=NC(=C2C(=N1)NN=C2C)NCCN(C=O)C)F N-[2-([6-[4-(5-chloro-2-fluorobenzenesulfonamido)phenyl]-3-methyl-1H-pyrazolo[3,4-d]pyrimidin-4-yl]amino)ethyl]-N-methylformamide